FC(C)(F)C1=NC(=CC(=C1)NC1=CC(=NC=C1OCC)NC(C)=O)C N-(4-((2-(1,1-difluoroethyl)-6-methylpyridin-4-yl)amino)-5-ethoxypyridin-2-yl)acetamide